N-Phenethyl-4-piperidone C(CC1=CC=CC=C1)N1CCC(CC1)=O